{4-[4-amino-2-butyl-1-(3,4,5,6-tetrahydro-2H-pyran-4-ylmethyl)thieno[3,2-b]imidazo[4,5-d]pyridin-7-yl]hexahydropyridin-1-yl}[4-(hydroxymethyl)cyclohexyl]methanone NC1=C2C(=C3C(=N1)C=C(S3)C3CCN(CC3)C(=O)C3CCC(CC3)CO)N(C(=N2)CCCC)CC2CCOCC2